ClC1=NC=CC2=C1C(=NN2C(C2=CC=CC=C2)(C2=CC=CC=C2)C2=CC=CC=C2)[Sn](C)(C)C 4-chloro-3-(trimethylstannyl)-1-(triphenylmethyl)-1H-pyrazolo[4,3-c]pyridine